N-(6-amino-5-cyclopropyl-3-pyridyl)-2-[(2S,5R)-2-imidazo[1,5-a]pyridin-6-yl-5-methyl-1-piperidyl]-2-oxo-acetamide NC1=C(C=C(C=N1)NC(C(=O)N1[C@@H](CC[C@H](C1)C)C=1C=CC=2N(C1)C=NC2)=O)C2CC2